2-(3-((benzyloxy)methyl)-4-ethyl-5-oxo-4,5-dihydro-1H-1,2,4-triazol-1-yl)-6-(2-chloro-6-fluorophenyl)-3-fluoro-8-isopropyl-1,6-naphthyridin-5(6H)-one C(C1=CC=CC=C1)OCC1=NN(C(N1CC)=O)C1=NC=2C(=CN(C(C2C=C1F)=O)C1=C(C=CC=C1F)Cl)C(C)C